tert-butyl ((1R,4r)-4-(((2S,4R)-methyl-1-propionyl-1,2,3,4-tetrahydroquinolin-4-yl)amino)cyclohexyl)carbamate C[C@@H]1N(C2=CC=CC=C2[C@@H](C1)NC1CCC(CC1)NC(OC(C)(C)C)=O)C(CC)=O